CN(C(=O)C1=CC2=C(N=C(N=C2)C)N=C1N1CC=2N(CC1)C(=NN2)C(F)(F)F)C N,N,2-trimethyl-7-(3-(trifluoromethyl)-5,6-dihydro-[1,2,4]triazolo[4,3-a]pyrazin-7(8H)-yl)pyrido[2,3-d]pyrimidine-6-carboxamide